C(C1=CC=CC=C1)N(CCCN)C N1-benzyl-N1-methylpropane-1,3-diamine